4-(hydroxymethyl)-2-phenyl-1,3-dioxane OCC1OC(OCC1)C1=CC=CC=C1